C(C)(C)(C)OC(=O)[C@H]1[C@@H](C1)C1=NC=C(C=C1)Br.C(CCCCCCCCCCCCCCCCC)C[Si](CC)(C)C |r| octadecyl-trimethyl-(ethyl)silane rac-tert-Butyl-(1R,2R)-2-(5-bromopyridin-2-yl)cyclopropane-1-carboxylate